3-iodo-6-chloro-1-(4-methoxybenzyl)-1H-pyrazolo[3,4-d]pyrimidine-4-amine IC1=NN(C2=NC(=NC(=C21)N)Cl)CC2=CC=C(C=C2)OC